4-[3-(2-fluoro-3-hydroxy-phenyl)-1-tetrahydropyran-2-yl-pyrazol-4-yl]oxybenzonitrile FC1=C(C=CC=C1O)C1=NN(C=C1OC1=CC=C(C#N)C=C1)C1OCCCC1